CC=1C(=C(N)C(=CC1C)[N+](=O)[O-])[N+](=O)[O-] 3,4-dimethyl-2,6-dinitroaniline